[NH4+].N(C1=CC=CC=C1)C=1C=CC=C2C=CC=C(C12)S(=O)(=O)[O-] 8-anilinonaphthalene-1-sulfonate ammonium salt